7-isopropoxy-N-phenyl-2-(4-piperidinyl)imidazo[1,2-a]pyridine-6-carboxamide C(C)(C)OC1=CC=2N(C=C1C(=O)NC1=CC=CC=C1)C=C(N2)C2CCNCC2